2-(isopropyldisulfanyl)propane C(C)(C)SSC(C)C